tetra-phenyl-iron C1(=CC=CC=C1)[Fe](C1=CC=CC=C1)(C1=CC=CC=C1)C1=CC=CC=C1